C1(=CC=C(C=C1)C=1OC(=NN1)C1=CC=C(C=C1)C(C)(C)C)C1=CC=CC=C1 (2-(4-biphenylyl))-5-(4-tert-butylphenyl)-1,3,4-oxadiazole